(1S,3aR,6aS)-N-((R)-1-cyano-2-((R)-2-oxopiperidin-3-yl)ethyl)-5,5-difluoro-2-(9-hydroxy-9H-fluorene-9-carbonyl)octahydrocyclopenta[c]pyrrole-1-carboxamide C(#N)[C@@H](C[C@@H]1C(NCCC1)=O)NC(=O)[C@H]1N(C[C@H]2[C@@H]1CC(C2)(F)F)C(=O)C2(C1=CC=CC=C1C=1C=CC=CC21)O